2,3-dimethyl-5-nitrobenzaldehyde CC1=C(C=O)C=C(C=C1C)[N+](=O)[O-]